4-({3-Chloro-7H-pyrrolo[2,3-c]pyridazin-7-yl}methyl)-1-(2,2,2-trifluoroethyl)piperidine ClC1=CC2=C(N=N1)N(C=C2)CC2CCN(CC2)CC(F)(F)F